NC1=C(C(=O)O)C=C(C(=C1)C(=O)O)C 2-amino-5-methyl-terephthalic acid